(2,2'-Dimethyl-[1,1-biphenyl]-3,3'-diyl)dimethanol CC1=C(C=CC=C1CO)C1=C(C(=CC=C1)CO)C